FC(COP(=O)(OCC(F)(F)F)OCC(F)(F)F)(F)F tri(2,2,2-trifluoroethyl)phosphate